P(=O)(O)(O)O.CN1C=NC=C1 3-methylimidazole phosphate